2-chloro-5-(3-methoxy-azetidine-1-sulfonyl)-pyridine ClC1=NC=C(C=C1)S(=O)(=O)N1CC(C1)OC